C(C1=CC=CC=C1)(C1=CC=CC=C1)(C1=CC=CC=C1)[N-]C=1C=NN2C1OCC2 trityl-2,3-dihydropyrazolo[5,1-b]oxazol-7-ylamide